FC=1C=C(C=CC1)C1=NC(=NO1)C=1C=C(CO)C=CC1 3-(5-(3-fluorophenyl)-1,2,4-oxadiazol-3-yl)benzyl alcohol